butyl 3-(1,1,1-trifluoropropan-2-yl)pyrrolidine-1-carboxylate FC(C(C)C1CN(CC1)C(=O)OCCCC)(F)F